N-[5-[4-[[(2-Isopropylphenyl)carbamothioylhydrazono]methyl]phenyl]-2-methyl-1,2,4-triazol-3-yl]-N-[4-(trifluoromethoxy)phenyl]acetamid C(C)(C)C1=C(C=CC=C1)NC(=S)NN=CC1=CC=C(C=C1)C=1N=C(N(N1)C)N(C(C)=O)C1=CC=C(C=C1)OC(F)(F)F